(R)-2-methyl-N-((2Z,3E)-trifluoro-4-phenylbut-3-en-2-ylidene)propane-2-sulfinamide CC(C)(C)[S@@](=O)\N=C(/C(F)(F)F)\C=C\C1=CC=CC=C1